3-iodo-5-methyl-1-(tetrahydro-2H-pyran-2-yl)-6-(2-(2-(trifluoromethyl)pyridin-4-yl)-2,6-diazaspiro[3.4]octan-6-yl)-1,5-dihydro-4H-pyrazolo[3,4-d]pyrimidin-4-one IC1=NN(C=2N=C(N(C(C21)=O)C)N2CC1(CN(C1)C1=CC(=NC=C1)C(F)(F)F)CC2)C2OCCCC2